5-(4-((2-cyclopropyl-8-(difluoromethoxy)-3-oxo-3,4-dihydroquinoxalin-6-yl)methyl)piperazin-1-yl)-6-fluoro-N-methylpyridinecarboxamide C1(CC1)C1=NC2=C(C=C(C=C2NC1=O)CN1CCN(CC1)C=1C=CC(=NC1F)C(=O)NC)OC(F)F